O1N=C(C=C1)C=1C=CC(=NC1)NC([O-])=O [5-(1,2-oxazol-3-yl)pyridin-2-yl]carbamate